5-fluoro-2-(1-(3-(7-fluoro-1-oxo-1,2-dihydroisoquinolin-3-yl)propanoyl)-1,2,3,6-tetrahydropyridin-4-yl)benzonitrile FC=1C=CC(=C(C#N)C1)C=1CCN(CC1)C(CCC=1NC(C2=CC(=CC=C2C1)F)=O)=O